CC=1C=C(N)C=CC1OC=1C=CC=2C(=NOC2C)C1 3-methyl-4-((3-methylbenzo[c]isoxazol-6-yl)oxy)aniline